(1R,5S)-3-((4-((3,4-dichloro-2-fluorophenyl)amino)-7-methoxyquinazolin-6-yl)amino)-8-azabicyclo[3.2.1]octane ClC=1C(=C(C=CC1Cl)NC1=NC=NC2=CC(=C(C=C12)NC1C[C@H]2CC[C@@H](C1)N2)OC)F